IC1=C(C(=O)O)C=C(C=C1I)I 2,3,5-tri-iodobenzoic acid